C1(=CC=CC=C1)S(=O)(=O)NC(C1=CC=C(C=C1)N1CCN(CC1)CC1=C(C=CC=C1)C=1C=NC=C(C1)OCC)=O N-(Benzenesulfonyl)-4-[4-[[2-(5-ethoxypyridin-3-yl)phenyl]methyl]piperazin-1-yl]benzamide